C1(CC1)S(=O)(=O)N1C[C@H]([C@@H](CC1)NC=1N=CC2=C(N1)N(C(C(=C2C)I)=O)[C@H]2[C@](CCC2)(C)O)F 2-(((3R,4R)-1-(cyclopropylsulfonyl)-3-fluoropiperidin-4-yl)amino)-8-((1R,2R)-2-hydroxy-2-methylcyclopentyl)-6-iodo-5-methylpyrido[2,3-d]pyrimidin-7(8H)-one